Hexafluoroantimonic acid potassium salt [K].F[Sb-](F)(F)(F)(F)F.[H+]